NN1C(=NC(=C1C(=O)N)C1=CC=C(C=C1)C(NC1=NC=CC(=C1)C1=CC=C(C=C1)Cl)=O)[C@H]1N(CCCC1)C(C#CC)=O (S)-1-Amino-2-(1-(but-2-ynoyl)piperidin-2-yl)-4-(4-((4-(4-chlorophenyl)pyridin-2-yl)carbamoyl)phenyl)-1H-imidazol-5-carboxamid